C(=O)OC(CN[C@H](C=O)C)(C)C (S)-(1-oxoprop-2-yl)aminotert-butyl formate